tert-butyl (2-(3,5-dichloro-4-((7'-fluoro-2'-oxospiro[cyclobutane-1,3'-indolin]-5'-yl)oxy)phenyl)-3,5-dioxo-2,3,4,5-tetrahydro-1,2,4-triazin-6-yl)carbamate ClC=1C=C(C=C(C1OC=1C=C2C3(C(NC2=C(C1)F)=O)CCC3)Cl)N3N=C(C(NC3=O)=O)NC(OC(C)(C)C)=O